CC1=NC(=C(C(=O)O)C=C1)NC1=CC=CC=C1 6-Methyl-2-(phenylamino)nicotinic acid